IC1=CC=C(C=C1)C(C(C)C(C(=O)O)C1=CC(=CC=C1)Cl)=O.BrC=1SC=C(N1)C(=O)NC1=C(C=CC(=C1)N1CCOCC1)OC 2-bromo-N-(2-methoxy-5-morpholinylphenyl)thiazole-4-carboxamide 1-(4-Iodophenyl)-1-oxopropan-2-yl-2-(3-chlorophenyl)acetate